Ethyl (S)-1-(sec-butyl)-5-(2-hydroxyethyl)-1H-pyrrole-2-carboxylate Ethyl-acetate C(C)OC(C)=O.[C@H](C)(CC)N1C(=CC=C1CCO)C(=O)OCC